C(#N)C1=CC(=CC=2N=C(OC21)C=2C(=C(C=CC2)C2=C(C(=CC=C2)NC=2C1=C(N=C(N2)C(F)F)C=C(C=N1)CN1C[C@@H](CC1)O)C)C)CN1CCCC1 (S)-1-((7-Cyano-2-(3'-(2-(difluoromethyl)-7-(((R)-3-hydroxypyrrolidin-1-yl)methyl)pyrido[3,2-d]pyrimidin-4-ylamino)-2,2'-dimethylbiphenyl-3-yl)benzo[d]oxazol-5-yl)methyl)pyrrolidin